5-bromo-2-fluorobenzene-1-carbonitrile BrC=1C=CC(=C(C1)C#N)F